ClC1=C(C=CC(=C1)C)C1=CC=C2C(C(COC2=C1)(C)C)NC(O[C@@H]1CN2CCC1CC2)=O (S)-quinuclidin-3-yl (7-(2-chloro-4-methylphenyl)-3,3-dimethylchroman-4-yl)carbamate